N-(7-methoxy-4-(4-phenylpyridin-3-yl)quinazolin-6-yl)propionamide COC1=C(C=C2C(=NC=NC2=C1)C=1C=NC=CC1C1=CC=CC=C1)NC(CC)=O